BrC1=CC(=NN1)N1C(C2=CC=CC=C2C1=O)=O 2-(5-bromo-1H-pyrazol-3-yl)isoindoline-1,3-dione